ClC1=C(C(=O)Cl)C=CC(=C1COCC1OCCC1)S(=O)(=O)C 2-chloro-3-{[(tetrahydrofuran-2-yl)methoxy]methyl}-4-methanesulfonylbenzoyl chloride